Benzyl-4-[[(2R,5R)-3-[tert-butyl(dimethyl)silyl]oxy-5-(2,4-dioxopyrimidin-1-yl)-4-methoxy-tetrahydrofuran-2-yl]methoxyimino]piperidine-1-carboxylate C(C1=CC=CC=C1)OC(=O)N1CCC(CC1)=NOC[C@H]1O[C@H](C(C1O[Si](C)(C)C(C)(C)C)OC)N1C(NC(C=C1)=O)=O